erbium yttrium-gallium [Ga].[Y].[Er]